C1(CCC1)(CO)CO cyclobutane-1,1-dimethanol